3-(2,3,5-trifluoro-4-morpholino-anilino)pyrazine-2-carboxamide FC1=C(NC=2C(=NC=CN2)C(=O)N)C=C(C(=C1F)N1CCOCC1)F